2-(4-(4-Hydroxycyclohexylmethyl)piperazin-1-yl)-6-(trifluoromethyl)-8-nitro-benzothiopyran-4-one OC1CCC(CC1)CN1CCN(CC1)C=1SC2=C(C(C1)=O)C=C(C=C2[N+](=O)[O-])C(F)(F)F